C(C=CC1=CC=CC=C1)(=O)NNC(\C=C\C1=CC(=CC=C1)OC)=O (E)-N'-cinnamoyl-3-(3-methoxyphenyl)acrylohydrazide